1-(2-methoxyethyl)-8-(6-((3-(2-oxo-1-pyrrolidinyl)propyl)amino)-3-pyridinyl)-3-propylxanthine COCCN1C(=O)N(C=2N=C(NC2C1=O)C=1C=NC(=CC1)NCCCN1C(CCC1)=O)CCC